FC(C(C)C1=NNC(=C1)C#N)(F)F 3-(1,1,1-trifluoropropan-2-yl)-1H-pyrazole-5-carbonitrile